1-piperazin-yl-ethanone N1(CCNCC1)C(C)=O